N,N-dimethyl-heptaneamine CN(CCCCCCC)C